C1CC(=O)N(C1=O)OC(=O)C2=CC(=C3C(=C2Cl)C4(C5=CC(=C(C=C5OC6=CC(=C(C=C64)Cl)O)O)Cl)OC3=O)Cl The molecule is a fluorescein compound having chlorine substituents in the 2'-, 4-, 7- and 7'-positions and a succinimidyloxycarbonyl substituent at the 6-position. It has a role as a fluorochrome. It derives from a fluorescein.